1-methyl-N-(3-(1-((4-methyl-4H-1,2,4-triazol-3-yl)thio)ethyl)phenyl)-4,6-dihydropyrrolo[3,4-c]pyrazole-5(1H)-carboxamide CN1N=CC2=C1CN(C2)C(=O)NC2=CC(=CC=C2)C(C)SC2=NN=CN2C